N1=CC(=C(C=C1)C1=CC=NC=C1)C(=O)N [4,4'-bipyridyl]-3-carboxamide